[N+](=O)([O-])C1=C(C=CC=C1)CCN 2-(2-nitrophenyl)ethylamine